O1[C@@H](COCC1)CNC(=O)C1=C(C2=C(CCC3=CN(N=C23)CC2(COC2)C)O1)C N-[(2R)-1,4-Dioxan-2-ylmethyl]-8-methyl-2-[(3-methyloxetan-3-yl)methyl]-4,5-dihydro-2H-furo[2,3-g]indazol-7-carboxamid